FC(OC1=CC=C(OC2CC(C2)NC(OC(C)(C)C)=O)C=C1)(F)F tert-butyl ((1r,3r)-3-(4-(trifluoromethoxy)phenoxy)cyclobutyl)carbamate